C(C)(CC)[Si](OCCOCC)(OCCOCC)OCCOCC sec-butyl-tris-(2-ethoxyethoxy)silane